L-2-iodonaphthalene IC1=CC2=CC=CC=C2C=C1